arachidonic acid tetramethyl-ammonium salt C[N+](C)(C)C.C(CCC\C=C/C\C=C/C\C=C/C\C=C/CCCCC)(=O)[O-]